(S)-35,49-dibenzyl 1-tert-butyl 16,32,37-trioxo-3,6,9,12,19,22,25,28-octaoxa-15,31,36-triazanonatetracontane-1,35,49-tricarboxylate O=C(NCCOCCOCCOCCOCCC(=O)OC(C)(C)C)CCOCCOCCOCCOCCNC(CC[C@H](NC(CCCCCCCCCCCCC(=O)OCC1=CC=CC=C1)=O)C(=O)OCC1=CC=CC=C1)=O